Aluminium orthophosphat P(=O)([O-])([O-])[O-].[Al+3]